C(C)C1=C(C=CC=C1)[C@@H](C)C1=CC=CC=C1 (S)-1-ethyl-2-(1-phenylethyl)benzene